(1R,3S,5R)-2-(2-(3-acetyl-5-(2-methylpyrimidin-5-yl)-1H-indazol-1-yl)acetyl)-N-(6-bromopyrazin-2-yl)-2-azabicyclo[3.1.0]hexane-3-carboxamide C(C)(=O)C1=NN(C2=CC=C(C=C12)C=1C=NC(=NC1)C)CC(=O)N1[C@@H]2C[C@@H]2C[C@H]1C(=O)NC1=NC(=CN=C1)Br